4-[4-(cyclopropanecarbonylamino)-2-pyrrolidin-1-ylbenzoyl]-3-phenylpiperazine-1-carboxylic acid tert-butyl ester C(C)(C)(C)OC(=O)N1CC(N(CC1)C(C1=C(C=C(C=C1)NC(=O)C1CC1)N1CCCC1)=O)C1=CC=CC=C1